(R)-1-(8-fluoro-7-(8-fluoro-3-hydroxynaphthalen-1-yl)-2-(((S)-1-methylpyrrolidin-2-yl)methoxy)-5-(propynyl)pyrido[4,3-d]pyrimidin-4-yl)piperidin-3-ol FC1=C(N=C(C2=C1N=C(N=C2N2C[C@@H](CCC2)O)OC[C@H]2N(CCC2)C)C#CC)C2=CC(=CC1=CC=CC(=C21)F)O